(S)-N-((3-CYANO-5-FLUORO-4-(((R)-4-(3-FLUOROAZETIDIN-1-YL)-1-((4-FLUOROPHENYL)THIO)BUTAN-2-YL)AMINO)PHENYL)SULFONYL)-2-METHYLOXEPANE-2-CARBOXAMIDE C(#N)C=1C=C(C=C(C1N[C@@H](CSC1=CC=C(C=C1)F)CCN1CC(C1)F)F)S(=O)(=O)NC(=O)[C@]1(OCCCCC1)C